(3R,4R)-1-(4-(7H-pyrrolo[2,3-d]pyrimidin-4-yl)-3,4-dihydro-2H-1,4-thiazine-6-carbonyl)-3-aminopiperidine-4-carboxylic acid N1=CN=C(C2=C1NC=C2)N2CCSC(=C2)C(=O)N2C[C@@H]([C@@H](CC2)C(=O)O)N